ClC=1C=C(NC2(CCC3(C(=CC4=CC=CC=C34)C[C@@H](C#CCCC)COC3=C4C(=NC=C3)C=CS4)CC2)C(=O)O)C=CC1 (1r,4S)-4-(3-chloroanilino)-2'-[(2S)-2-{[(thieno[3,2-b]pyridin-7-yl)oxy]methyl}hept-3-yn-1-yl]spiro[cyclohexane-1,1'-indene]-4-carboxylic acid